N12C[C@H](C(CC1)CC2)N(C(O)=O)[C@@H]2C(CCC1=CC(=CC=C21)C2=CC(=CC=C2)CCC)(C)C.ClC=2C(=C(CNC(CNCCC(=O)N)=O)C=CC2)F 3-((2-((3-chloro-2-fluorobenzyl)amino)-2-oxoethyl)amino)propionamide (S)-quinuclidin-3-yl((R)-2,2-dimethyl-6-(3-propylphenyl)-1,2,3,4-tetrahydronaphthalen-1-yl)carbamate